N-(2-hydroxy-2-phenylethyl)acetamide CC(=O)NCC(C1=CC=CC=C1)O